tert-butyl 3-(2-(4,4,5,5-tetramethyl-1,3,2-dioxaborolan-2-yl)ethyl)azetidine-1-carboxylate CC1(OB(OC1(C)C)CCC1CN(C1)C(=O)OC(C)(C)C)C